OC1(CC(C1)C(=O)N1CCC2(CC(C2)C2=CC(=CC(=C2)C)OC)CC1)C ((1s,3s)-3-Hydroxy-3-methylcyclobutyl)(2-(3-methoxy-5-methylphenyl)-7-azaspiro[3.5]nonan-7-yl)methanone